C(CCC)C1=NC=CN=C1 Butylpyrazine